C(C)(C)(C)OC(=O)N[C@@H](CCOCCCCC1=NC=2NCCCC2C=C1)C(=O)O N-(tert-Butoxycarbonyl)-O-(4-(5,6,7,8-tetrahydro-1,8-naphthyridin-2-yl)butyl)-L-homoserine